C1(CC(C(CC1)C(C)C)OC(C(C)O)O)C 1-menthoxy-propane-1,2-diol